C(#N)C1=CC=2N(N=C1)C(=CC2)C2=CC(=C(C=N2)C2=NN=C(S2)[C@@H]2C[C@H](CC2)NC(C)=O)NC(C)C N-((1S,3S)-3-(5-(6-(3-cyanopyrrolo[1,2-b]pyridazin-7-yl)-4-(isopropylamino)pyridin-3-yl)-1,3,4-thiadiazol-2-yl)cyclopentyl)acetamide